C(C1=CC=CC=C1)OC(=O)N1CCC(CC1)CCOCC1(CCC(CC1)N1N=C2C=C(C(=CC2=C1)[N+](=O)[O-])OC)OCSC 4-(2-(((1S,4S)-4-(6-methoxy-5-nitro-2H-indazol-2-yl)-1-((methylthio)methoxy)cyclohexyl)methoxy)ethyl)piperidine-1-carboxylic acid benzyl ester